tert-butyl (benzyl(1,3-dioxoisoindolin-2-yl)carbamoyl)-L-valinate C(C1=CC=CC=C1)N(C(=O)N[C@@H](C(C)C)C(=O)OC(C)(C)C)N1C(C2=CC=CC=C2C1=O)=O